N[C@H]1C[C@](CC1)([2H])NC(OC)=O methyl ((1R,3R)-3-aminocyclopentyl-1-d)carbamate